O=C1NC(CCC1N1C(N(C2=C1C=CC=C2C#CCO[C@@H]2CN(CC2)C(=O)OC(C)(C)C)C)=O)=O tert-butyl (3S)-3-[3-[1-(2,6-dioxo-3-piperidyl)-3-methyl-2-oxo-benzimidazol-4-yl] prop-2-ynoxy]pyrrolidine-1-carboxylate